tert-butyl (2-(2-(2-(2-((3-acetamido-4-((4-methyl-5-nitrothiazol-2-yl)carbamoyl)phenyl)amino)ethoxy)ethoxy)ethoxy)ethyl)carbamate C(C)(=O)NC=1C=C(C=CC1C(NC=1SC(=C(N1)C)[N+](=O)[O-])=O)NCCOCCOCCOCCNC(OC(C)(C)C)=O